(3aR,6aS)-2-((1,3-dimethyl-1H-pyrazol-5-yl)sulfonyl)octahydropyrrolo[3,4-c]pyrrole CN1N=C(C=C1S(=O)(=O)N1C[C@@H]2CNC[C@@H]2C1)C